COC=1C=C(C=C2C(=CC(NC12)=O)C)C1=C2C(=NC(=C1C(=O)N)N1CCOCC1)CNC2 (8-methoxy-4-methyl-2-oxo-1H-quinolin-6-yl)-2-morpholino-6,7-dihydro-5H-pyrrolo[3,4-b]pyridine-3-carboxamide